OC1=C(C=CC=C1)C=NC1=C(C=CC=C1)N=CC1=C(C=CC=C1)O N,N'-Bis[(2-hydroxyphenyl)-methylen]-1,2-phenylendiamin